8-(4-chloro-2-fluorophenyl)-2,3-dimethyl-6-[(2S)-2-(1-methylpyrazol-4-yl)morpholin-4-yl]pyrimido[5,4-d]pyrimidin-4-one ClC1=CC(=C(C=C1)C1=NC(=NC2=C1N=C(N(C2=O)C)C)N2C[C@@H](OCC2)C=2C=NN(C2)C)F